(2R,4S)-4-fluoro-N-(3-(2-((3-methoxy-1-methyl-1H-pyrazol-4-yl)amino)-5-methylpyrimidin-4-yl)-1H-indol-7-yl)-1-(1-methylpiperidin-4-yl)pyrrolidine-2-carboxamide F[C@H]1C[C@@H](N(C1)C1CCN(CC1)C)C(=O)NC=1C=CC=C2C(=CNC12)C1=NC(=NC=C1C)NC=1C(=NN(C1)C)OC